trioctadecyliodosilane C(CCCCCCCCCCCCCCCCC)[Si](I)(CCCCCCCCCCCCCCCCCC)CCCCCCCCCCCCCCCCCC